ClC1=C(C=CC(=C1)Cl)CN1C(CCC1CC(=O)N1CCN(CC1)C)=O 1-[(2,4-dichlorophenyl)methyl]-5-[2-(4-methylpiperazine-1-yl)-2-oxoethyl]pyrrolidin-2-one